2-(N,N-dimethylsulfamoyl)-4-nitrobenzamide CN(S(=O)(=O)C1=C(C(=O)N)C=CC(=C1)[N+](=O)[O-])C